C(C1=CC=CC=C1)OC(C1=C(N=CC=C1OC[C@@H](CC1=CC=CC=C1)NC(=O)OC(C)(C)C)OC)=O (R)-4-(2-((tert-butoxycarbonyl)amino)-3-phenylpropoxy)-2-methoxynicotinic acid benzyl ester